9-methyldecyl 8-[2-(dimethylamino)ethylamino]octanoate CN(CCNCCCCCCCC(=O)OCCCCCCCCC(C)C)C